methyl 4-bromo-6-hydroxy-2-methyl-indazole-7-carboxylate BrC=1C2=CN(N=C2C(=C(C1)O)C(=O)OC)C